C(C)(=O)OC1=C(C=C(C=C1C)C1C(OC2=C1C=C(C=C2C(C)(C)C)C(C)(C)C)=O)C (4-acetoxy-3,5-dimethylphenyl)-5,7-di-tert-butyl-benzofuran-2-one